S(=O)(=O)(O)C1=CC=C(C)C=C1.CC1=CC=C(C=C1)S(=O)(=O)O p-methylphenylsulfonate (tosylate)